FCCCN1CC(CC1)CC1=CC=C(C=C1)C1=C(CCCC2=C1C=CC(=C2)C(=O)O)C=2C=NC(=CC2)OC 9-(4-((1-(3-fluoropropyl)pyrrolidin-3-yl)methyl)phenyl)-8-(6-methoxypyridin-3-yl)-6,7-dihydro-5H-benzo[7]annulene-3-carboxylic acid